[2-[4-[2-chloro-4-[[5-[4-(difluoromethoxy)-2,3-difluoro-phenyl]-1-methyl-imidazole-2-carbonyl]amino]benzoyl]piperazin-1-yl]-2-oxo-ethyl]-trimethyl-ammonium ClC1=C(C(=O)N2CCN(CC2)C(C[N+](C)(C)C)=O)C=CC(=C1)NC(=O)C=1N(C(=CN1)C1=C(C(=C(C=C1)OC(F)F)F)F)C